O=C1NC2=CC=NC(=C2C=C1CC(=O)OC)C(F)(F)F Methyl 2-[2-oxo-5-(trifluoromethyl)-1H-1,6-naphthyridin-3-yl]acetate